2-fluoro-6-[(3-acetoxybenzyl)amino]-9-(tetrahydro-2H-pyran-2-yl)-9H-purine FC1=NC(=C2N=CN(C2=N1)C1OCCCC1)NCC1=CC(=CC=C1)OC(C)=O